CS(=O)(=O)[O-].C(CCCCCC)[N+]1=CC=C(C=C1)CCCC 1-heptyl-4-butylpyridinium methanesulfonate